(1RS,3SR)-5'-bromo-4'-chloro-3-methyl-1',2'-dihydrospiro[cyclopentane-1,3'-pyrrolo[2,3-b]pyridine]-3-carboxylic acid HCl salt Cl.BrC=1C(=C2C(=NC1)NC[C@]21C[C@](CC1)(C(=O)O)C)Cl |r|